ClC=1C=C(CNC2=C3N=CN(C3=NC(=N2)C=2C=NC=C(C2)Cl)[C@H]2[C@@H]([C@@H]([C@H](O2)C(=O)NC([2H])([2H])[2H])O)O)C=C(C1)C (2S,3S,4R,5R)-5-(6-((3-chloro-5-methylbenzyl)amino)-2-(5-chloropyridin-3-yl)-9H-purin-9-yl)-3,4-dihydroxyl-N-(methyl-d3)-tetrahydrofuran-2-carboxamide